N-[2-(3-phenylpyrrolidin-1-yl)ethyl]decanamide C1(=CC=CC=C1)C1CN(CC1)CCNC(CCCCCCCCC)=O